OC1=CC=C(C=C1)C(\C=C\C1=CC=C(C=C1)N1CCOCC1)=O (E)-1-(4-Hydroxyphenyl)-3-(4-morpholin-4-ylphenyl)prop-2-en-1-one